2-(3-hydroxy-2,2-dimethylpropyl)phenol OCC(CC1=C(C=CC=C1)O)(C)C